(dimethyl-d)(phenyl)pyridine C([2H])C1=C(C(=NC=C1)C1=CC=CC=C1)C[2H]